5-(2-fluoro-6-hydroxy-3-(((tetrahydro-2H-pyran-4-yl)amino)methyl)phenyl)-1,2,5-thiadiazolidin-3-one 1,1-dioxide FC1=C(C(=CC=C1CNC1CCOCC1)O)N1CC(NS1(=O)=O)=O